OC1=C(C(N(C(=C1)C)C)=O)NC(N[C@@H](CC(=O)OCC)C=1C=C(C=C(C1)C)C1=CC(=CC=C1)OC)=O ethyl (S)-3-(3-(4-hydroxy-1,6-dimethyl-2-oxo-1,2-dihydropyridin-3-yl)ureido)-3-(3'-methoxy-5-methylbiphenyl-3-yl)propanoate